FC1=CC=NC=2C(=C(C(NC12)=O)C(F)(F)F)C 4-fluoro-8-methyl-6-oxo-7-(trifluoromethyl)-5,6-dihydro-1,5-naphthyridine